CC1=C(C=CC(=C1)C)C1=CC2=C(N(C(N2C)=O)[C@H](CS(=O)(=O)C)C2=NC(=C(C=C2)OC)OCC)C=C1 (S)-5-(2,4-dimethylphenyl)-1-(1-(6-ethoxy-5-methoxypyridin-2-yl)-2-(methylsulfonyl)ethyl)-3-methyl-1H-benzo[d]imidazol-2(3H)-one